8-iodo-N-isopropyl-5-(4-(trifluoromethyl)phenyl)-2-naphthamide IC=1C=CC(=C2C=CC(=CC12)C(=O)NC(C)C)C1=CC=C(C=C1)C(F)(F)F